BrC1=CN=CC=2N(C([C@H](N(C21)C)C)=O)COCC[Si](C)(C)C (R)-8-Bromo-1,2-dimethyl-4-((2-(trimethylsilyl)ethoxy)methyl)-1,4-dihydropyrido[3,4-b]pyrazin-3(2H)-one